((2S,3r)-1-((2S,4r)-2-(((S)-1-amino-1-oxo-3-((S)-2-oxopyrrolidin-3-yl) propan-2-yl) carbamoyl)-4-(trifluoromethyl) pyrrolidin-1-yl)-3-(1-methylcyclobutoxy)-1-oxobutan-2-yl) carbamate C(N)(O[C@H](C(=O)N1[C@@H](C[C@H](C1)C(F)(F)F)C(N[C@H](C(=O)N)C[C@H]1C(NCC1)=O)=O)[C@@H](C)OC1(CCC1)C)=O